COC(CC1C2CNCC12Br)=O 2-(1-bromo-3-azabicyclo[3.1.0]hexane-6-yl)acetic acid methyl ester